COC(=O)C1=NNC(=C1)C1=CC=CC=C1 5-phenylpyrazole-3-carboxylic acid methyl ester